1,2-Bis[2-methyl-5-(4-phenylbuta-1,3-dienyl)thien-3-yl]-perfluorocyclopentene CC=1SC(=CC1C1=C(C(C(C1(F)F)(F)F)(F)F)C1=C(SC(=C1)C=CC=CC1=CC=CC=C1)C)C=CC=CC1=CC=CC=C1